ClC1=NC(=C(C=C1CNOC)F)F N-[(2-chloro-5,6-difluoropyridin-3-yl)methyl]-O-methylhydroxylamine